FC1=CC=C(CC2=CC3=C(OC[C@](N3)(C(=O)OCC3=CC=CC=C3)C)N=C2C(NC[C@@H]2COCC2)=O)C=C1 benzyl (S)-7-(4-fluorobenzyl)-2-methyl-6-((((R)-tetrahydrofuran-3-yl)methyl)carbamoyl)-2,3-dihydro-1H-pyrido[2,3-b][1,4]oxazinecarboxylate